2-((1-(2-Bromoethyl)-4-chloro-1H-pyrazol-3-yl)amino)-N-(3-hydroxy-2,6-dimethylphenyl)thiazole-5-carboxamide BrCCN1N=C(C(=C1)Cl)NC=1SC(=CN1)C(=O)NC1=C(C(=CC=C1C)O)C